CC1(COC1)COC1=CC2=C(N(C=N2)C2=NC3=C(C=CC=C3C=C2)C2CNCC2)C=C1 2-(5-((3-Methyloxetan-3-yl)methoxy)-1H-benzo[d]imidazol-1-yl)-8-(pyrrolidin-3-yl)quinoline